NC1=C2C(=NC=N1)N(N=C2C2=CC=C(C=C2)OC2=CC=CC=C2)C2CCN(CC2)C(=O)C2=CC=C(C=C2)CN2CCN(CC2)C (4-(4-amino-(4-phenoxyphenyl)-1H-pyrazolo[3,4-d]pyrimidin-1-yl)piperidin-1-yl)-(4-((4-methylpiperazin-1-yl)methyl)phenyl)methanone